C(C)N1C(C(CC1)C1=CC=2C(=NC=CC2NC=2C(=CC3=C(N=CS3)C2)F)S1)C N-(2-(1-ethyl-2-methylpyrrolidin-3-yl)thieno[2,3-b]pyridin-4-yl)-6-fluorobenzo[d]thiazol-5-amine